((S)-1-[5-(acetonyloxymethyl)tetrazol-1-yl]ethyl) ethyl carbonate C(O[C@@H](C)N1N=NN=C1COCC(=O)C)(OCC)=O